ClC=1C=C(C=CC1F)N(C(=O)[C@H]1N(C(C[C@H]1O)=O)C1=NC(=CC(=C1)C(F)(F)F)C)C (2S,3R)-N-(3-Chloro-4-fluorophenyl)-3-hydroxy-N-methyl-1-(6-methyl-4-(trifluoromethyl)-pyridin-2-yl)-5-oxopyrrolidine-2-carboxamide